1,4-bis(dimethylsiloxy)cyclohexane C[SiH](OC1CCC(CC1)O[SiH](C)C)C